7-methoxy-6-(((3R,3aR,6R,6aR)-6-methoxyhexahydrofuro[3,2-b]furan-3-yl)oxy)-2-methylphthalazin-1(2H)-one COC1=C(C=C2C=NN(C(C2=C1)=O)C)O[C@H]1[C@@H]2[C@H](OC1)[C@@H](CO2)OC